ethyl 6,8-dihydroxy-3,4-dihydro-2H-thiopyrano[3,2-b]pyridine-7-carboxylate OC1=C(C(=C2C(=N1)CCCS2)O)C(=O)OCC